6-[1-(2-Azaspiro[3.3]heptan-6-yl)-5-methyl-pyrazol-4-yl]-4-[(1R)-1-(2-pyridinyl)ethoxy]pyrazolo[1,5-a]pyridine-3-carbonitrile C1NCC12CC(C2)N2N=CC(=C2C)C=2C=C(C=1N(C2)N=CC1C#N)O[C@H](C)C1=NC=CC=C1